IC1=C(OCCCCCCCCCCC(=O)O)C(=CC(=C1)I)I 11-(2,4,6-triiodophenoxy)undecanoic acid